C(C)N1CCC(CC1)C=1C=C(C=2N(C(C=C(N2)C=2C=C3C=NN(C3=CC2)C)=O)C1)C 7-(1-ethylpiperidin-4-yl)-9-methyl-2-(1-methyl-1H-indazol-5-yl)-4H-pyrido[1,2-a]pyrimidin-4-one